2-(4-(2-(3,5-difluorophenylamino)-4-(1,2,3,4-tetrahydroisoquinolin-7-ylamino)pyrimidin-5-yl)-1H-pyrazol-1-yl)-ethan-1-ol FC=1C=C(C=C(C1)F)NC1=NC=C(C(=N1)NC1=CC=C2CCNCC2=C1)C=1C=NN(C1)CCO